NC=1C(=C(C=CC1)CN=C1CC=CC=C1)CN=C1CC=CC=C1 ((aminophenylene)bis(methylene))bis(aminebenzene)